ClC=1C=C2C(=CC1)NC(C21CCN(CC1)C(COC=1C=C2CCC(N(C2=CC1)C)=O)C)=O 5-chloro-1'-{1-[(1-methyl-2-oxo-1,2,3,4-tetrahydroquinolin-6-yl)oxy]propan-2-yl}-1,2-dihydrospiro[indole-3,4'-piperidin]-2-one